BrC1=C(OCCNC(OCC2=CC=CC=C2)=O)C=CC=C1 Benzyl (2-(2-bromophenoxy)ethyl)carbamate